FC1=C(C(=CC=C1)F)C(C(=O)NN)O 2-(2,6-difluorophenyl)-2-hydroxyacetohydrazide